4-((5-(1-acryloylpyrrolidin-3-yl)-1,5-dihydro-1,4,5,6,8-penta-aza-acenaphthylen-3-yl)amino)-N-(pyridin-2-yl)benzamide C(C=C)(=O)N1CC(CC1)N1N=C(C2=CNC=3N=CN=C1C32)NC3=CC=C(C(=O)NC2=NC=CC=C2)C=C3